2-(4-(ethylsulfonyl)phenyl)-N-(4-iodophenyl)acetamide C(C)S(=O)(=O)C1=CC=C(C=C1)CC(=O)NC1=CC=C(C=C1)I